NC=1SC2=C(N1)C=CC(=C2)C=2C=NC(=NC2)CO[C@@H]2[C@H](CCC2)O (1S,2S)-2-((5-(2-aminobenzo[d]thiazol-6-yl)pyrimidin-2-yl)methoxy)cyclopentan-1-ol